tert-butyl (2S)-2-(6-chloropyridin-2-yl)-1,1-difluoro-6-azaspiro[2.5]octane-6-carboxylate ClC1=CC=CC(=N1)[C@H]1C(C12CCN(CC2)C(=O)OC(C)(C)C)(F)F